2-Chloro-5-(trifluoromethyl)pyridine ClC1=NC=C(C=C1)C(F)(F)F